(3R,5S)-5-(1H-imidazol-2-yl)pyrrolidin-3-ol hydrochloride Cl.N1C(=NC=C1)[C@@H]1C[C@H](CN1)O